4-[4-(trifluoromethoxy)phenyl]but-3-yn-2-one oxime FC(OC1=CC=C(C=C1)C#CC(C)=NO)(F)F